ClC1=CC=C(C=C1)C1COC1 3-(4-Chlorophenyl)oxetane